3-amino-5-hydroxy-naphthalene-2,7-disulfonic acid NC=1C(=CC2=CC(=CC(=C2C1)O)S(=O)(=O)O)S(=O)(=O)O